C(#N)C=1C=C(C=CC1)N1N=C2C=CC=CC2=C1 2-(3-cyanophenyl)indazole